BrC1=CC=CC=2C=3C(NC(C3C(=CC21)NS(=O)(=O)C2=CC=C(C=C2)C)(O)C2=C(C=CC(=C2)F)Cl)=O N-(6-bromo-3-(2-chloro-5-fluorophenyl)-3-hydroxy-1-oxo-2,3-dihydro-1H-benzo[e]isoindol-4-yl)-4-methylbenzenesulfonamide